ethyl 4-(4-chloro-5-hydroxy-6-methoxybenzo[b]thiophen-2-yl)-4-oxobutanoate ClC1=C(C(=CC=2SC(=CC21)C(CCC(=O)OCC)=O)OC)O